diphenyl(2,2,2-trifluoroethyl)sulfonium C1(=CC=CC=C1)[S+](CC(F)(F)F)C1=CC=CC=C1